3-(6-((3S,5R)-3,5-dimethylpiperazin-1-yl)-1H-benzo[d]imidazol-2-yl)-1H-indazole-5-carboxylic acid C[C@H]1CN(C[C@H](N1)C)C=1C=CC2=C(NC(=N2)C2=NNC3=CC=C(C=C23)C(=O)O)C1